3-(chloromethyl)-5-cyclopropylimidazoline-2,4-dione ClCN1C(NC(C1=O)C1CC1)=O